C(CCCCCCC\C=C/CCCCCCCC)(=O)O.C(CCCCCCC\C=C/CCCCCCCC)(=O)O.OC[C@H](O)[C@@H](O)[C@H](O)[C@H](O)CO sorbitol dioleate